BrC1=C(C=C(C=C1)C1CC(C1)(F)F)C1CCC(CC1)(F)F 1-bromo-4-(3,3-difluorocyclobutyl)-2-(4,4-difluorocyclohexyl)benzene